O=C1N(CCC(N1)=O)C1=CN=CC2=CC(=CC=C12)N1CCC(CC1)N(C(OC(C)(C)C)=O)C Tert-butyl N-[1-[4-(2,4-dioxohexahydropyrimidin-1-yl)-7-isoquinolyl]-4-piperidyl]-N-methyl-carbamate